CC1(OCCC(C1)NC=1C2=C(N=C(N1)NC1=C(C=C(C=C1)C1=CC=NN1C)OC)NC=C2C#N)C 4-((2,2-dimethyltetrahydro-2H-pyran-4-yl)amino)-2-((2-methoxy-4-(1-methyl-1H-pyrazol-5-yl)phenyl)amino)-7H-pyrrolo[2,3-d]pyrimidine-5-carbonitrile